2-(4-hydroxy-5-(2-methylcyclopropyl)-7H-pyrrolo[2,3-d]pyrimidin-7-yl)isonicotinonitrile OC=1C2=C(N=CN1)N(C=C2C2C(C2)C)C=2C=C(C#N)C=CN2